COC(=O)N1C[C@@H](OCC1)CC1=C(N=C2N1C=CC(=C2)Cl)C2=C(C(=C(C=C2F)C(=O)OC)F)F (S)-2-((2-(2,3,6-trifluoro-4-(methoxycarbonyl)phenyl)-7-chloroimidazo[1,2-a]Pyridin-3-yl)methyl)morpholine-4-carboxylic acid methyl ester